N-(5-aminopentyl)-2-(2,5-dioxo-2H-pyrrol-1-yl)acetamide NCCCCCNC(CN1C(C=CC1=O)=O)=O